tert-Butyl 2-(2-ethyl-3-oxo-2,3,4,5,6,7-hexahydro-1H-indazol-1-yl)acetate C(C)N1N(C=2CCCCC2C1=O)CC(=O)OC(C)(C)C